C(C)N(CCCC(O)C1=CC=C(C=C1)NS(=O)(=O)C)CCCCCCC N-(4-(4-(ethyl(heptyl)amino)-1-hydroxybutyl)phenyl)methanesulfonamide